C(CCCC(=O)[O-])(=O)OCCCCCCCC mono-octyl glutarate